CC1=CC=C(C=C1)S(=O)(=O)O.FC(C1(CC1)COC1CC2(CNC2)C1)(F)F 6-[[1-(trifluoromethyl)cyclopropyl]methoxy]-2-azaspiro[3.3]heptane 4-methylbenzenesulfonate